1-ethyl-5-((R)-3-methylmorpholino)-3-(1-(tetrahydro-2H-pyran-2-yl)-1H-pyrazol-5-yl)-1H-pyrazolo[4,3-b]Pyridin-7-ol C(C)N1N=C(C2=NC(=CC(=C21)O)N2[C@@H](COCC2)C)C2=CC=NN2C2OCCCC2